13-tetradecenoic acid amide C(CCCCCCCCCCCC=C)(=O)N